N[C@H](C(=O)N1CC2=CC(=CC=C2C[C@H]1C(=O)N[C@@H]1CCCC2=CC=CC=C12)O)C(C)(C)C (S)-2-((S)-2-amino-3,3-dimethylbutanoyl)-7-hydroxy-N-((R)-1,2,3,4-tetrahydronaphthalen-1-yl)-1,2,3,4-tetrahydroisoquinoline-3-carboxamide